(R)-N-Boc-1-hydroxy-3-phenyl-2-propylamine C(=O)(OC(C)(C)C)N[C@@H](CO)CC1=CC=CC=C1